5-Fluoro-1,4-dimethyl-3-[2-methyl-4-(4-methylimidazol-1-yl)phenyl]sulfonyl-indole FC=1C(=C2C(=CN(C2=CC1)C)S(=O)(=O)C1=C(C=C(C=C1)N1C=NC(=C1)C)C)C